[CH-]1C=CC2=CC=CC=C21.[Cl-].[Cl-].[Cl-].[Hf+4] indenylhafnium(IV) trichloride